N[C@H](C1=NC2=C(N1)C=CC(=C2F)N2[C@@H](CCCC2)C(=O)N(C)C)C2CCC(CC2)C (2S)-1-{2-[(S)-amino(4-methylcyclohexyl)methyl]-4-fluoro-1H-benzimidazol-5-yl}-N,N-dimethylpiperidine-2-carboxamide